pyridoisothiazole S1N=CC2=C1C=CC=N2